C(CCCCCCC(=O)O)(=O)O.C(CCCCCCC\C=C/C[C@H](O)CCCCCC)(=O)O ricinoleic acid octanedioate